CN(C=1C=CC=2N(C3=CC=C(C=C3OC2C1)N(C)C)C(=O)C1CC1)C (3,7-bis(dimethylamino)-10H-phenoxazin-10-yl)(cyclopropyl)methanone